ClC1=CC=C(C=C1)N1N=NC(=C1COC1=NC=2CCN(CC2C=C1)C(=O)C1CCO1)C 2-{[1-(4-chlorophenyl)-4-methyl-1H-1,2,3-triazol-5-yl]methoxy}-6-(oxetan-4-carbonyl)-5,6,7,8-tetrahydro-1,6-naphthyridine